N1C(NC2=C1C=CC=C2)=O 1,3-dihydro-2H-benzo[d]Imidazol-2-one